Diacetyloxy-(4-allylphenyl)methylsilan C(C)(=O)O[SiH](CC1=CC=C(C=C1)CC=C)OC(C)=O